4-[(4-aminophenyl)diazenyl]-N,N-dimethylaniline NC1=CC=C(C=C1)N=NC1=CC=C(N(C)C)C=C1